N-(2,6-difluorobenzoyl)-N'-(4-trifluoromethylphenyl)urea FC1=C(C(=O)NC(=O)NC2=CC=C(C=C2)C(F)(F)F)C(=CC=C1)F